ClC=1C=C(C=CC1C(NCCN1CCNCC1)=O)NC(=O)C=1N(C(=CN1)C1=C(C(=C(C=C1)OC)F)F)C N-[3-chloro-4-(2-piperazin-1-ylethylcarbamoyl)phenyl]-5-(2,3-difluoro-4-methoxy-phenyl)-1-methyl-imidazole-2-carboxamide